1-[4-[5-(7-Methylpyrrolo[2,3-d]pyrimidin-5-yl)-3-pyridyl]phenyl]pyrrolidin-2-one CN1C=C(C2=C1N=CN=C2)C=2C=C(C=NC2)C2=CC=C(C=C2)N2C(CCC2)=O